1-(2-cyano-4-(1-(2,6-dichlorophenyl)azetidin-3-yl)-6-methylbenzyl)piperidine-4-carboxylic acid C(#N)C1=C(CN2CCC(CC2)C(=O)O)C(=CC(=C1)C1CN(C1)C1=C(C=CC=C1Cl)Cl)C